BrC=1C=C2C(=CC(=NC2=CC1)C(=O)O)C(=O)O 6-Bromoquinoline-2,4-dicarboxylic acid